[N+](=O)([O-])C=1C=C2C(=NC1C=1C=NN(C1)C1OCCCC1)N=C(S2)N2CCOCC2 4-(6-Nitro-5-(1-(tetrahydro-2H-pyran-2-yl)-1H-pyrazol-4-yl)thiazolo[4,5-b]pyridin-2-yl)morpholine